1-Pyrenemethylamine hydrochloride Cl.C1(=CC=C2C=CC3=CC=CC4=CC=C1C2=C34)CN